CC1(OB(OC1(C)C)CCC[C@@]12[C@@H](NCCC1)CN([C@@H]2C(=O)OC)C(=O)OC(C)(C)C)C 6-(tert-butyl) 5-methyl (4aS,5S,7aR)-4a-(3-(4,4,5,5-tetramethyl-1,3,2-dioxaborolan-2-yl)propyl)octahydro-6H-pyrrolo[3,4-b]pyridine-5,6-dicarboxylate